methyl 7-methoxy-2-(tetrahydro-2H-pyran-4-yl)imidazo[1,2-a]pyridine-6-carboxylate COC1=CC=2N(C=C1C(=O)OC)C=C(N2)C2CCOCC2